ClC=1C(=NC(=NC1)NC1=CC=C(C=C1)N1CCNCC1)NC1=C(C#N)C(=CC=C1)OCC1=C(C=CC=C1F)F 2-((5-chloro-2-((4-(piperazin-1-yl)phenyl)amino)pyrimidin-4-yl)amino)-6-((2,6-difluorobenzyl)oxy)benzonitrile